ClC=1C=C(C=CC1OC1CCOCC1)NC1=C(C(=NC2=CC(=C(C=C12)NC(\C=C\CN(C)C)=O)OCC)CC)C#N (E)-N-(4-((3-chloro-4-((tetrahydro-2H-pyran-4-yl)oxy)phenyl)amino)-3-cyano-7-ethoxy-2-ethylquinolin-6-yl)-4-(dimethylamino)but-2-enamide